[N+](=O)([O-])C=1C=C(/C=C/S(=O)(=O)F)C=CC1 (E)-3-nitrostyrenesulfonyl fluoride